NC1CCC(CC1)NC1=NC=2N(C(C(=NC2C=N1)C1=CC(=C(C=C1)NS(=O)(=O)C1=C(C=CC=C1)Cl)F)=O)C(C)C N-(4-(2-(((1r,4r)-4-aminocyclohexyl)amino)-8-isopropyl-7-oxo-7,8-dihydropteridin-6-yl)-2-fluorophenyl)-2-chlorobenzenesulfonamide